C(C)OC(=O)[C@H]1[C@H](C1)SC1=CC=CC=C1 cis-ethyl-2-(phenylthio)cyclopropane-1-carboxylate